ClC1=CC(=C(COC2=NC=CC(=N2)N2CCC3(CC3C3=NC4=C(N3CCOC)C=C(C=C4)C(=O)[O-])CC2)C=C1)F 2-(6-{2-[(4-chloro-2-fluorobenzyl) oxy] pyrimidin-4-yl}-6-azaspiro[2.5]oct-1-yl)-1-(2-methoxyethyl)-1H-benzimidazole-6-carboxylate